[N].[Fe] Iron Nitrogen